3-(4-(aminomethyl)-4-methylpiperidin-1-yl)-6-(2,3-dichlorophenoxy)-1-methyl-pyrazin-2(1H)-one NCC1(CCN(CC1)C=1C(N(C(=CN1)OC1=C(C(=CC=C1)Cl)Cl)C)=O)C